(S)-(4-(4-(3-chloro-1H-1,2,4-triazol-1-yl)-5-fluoropyrimidin-2-yl)piperazin-1-yl)(5-(3,5-difluorophenyl)-4,5-dihydro-1H-pyrazol-1-yl)methanone ClC1=NN(C=N1)C1=NC(=NC=C1F)N1CCN(CC1)C(=O)N1N=CC[C@H]1C1=CC(=CC(=C1)F)F